N-[2-Methyl-4-(4-trifluoromethyl-benzylamino)-phenyl]-2-piperidin-1-yl-acetamide CC1=C(C=CC(=C1)NCC1=CC=C(C=C1)C(F)(F)F)NC(CN1CCCCC1)=O